Cl.N[C@H]1C(NCCC1)=O (R)-3-aminopiperidin-2-one-hydrochloride